5-[5-Iodo-2-isopropyl-4-(pyrimidin-2-ylmethoxy)-phenoxy]-pyrimidine-2,4-diamine IC=1C(=CC(=C(OC=2C(=NC(=NC2)N)N)C1)C(C)C)OCC1=NC=CC=N1